C(C1=CC=CC=C1)(=O)NC(C(=O)O)CCN1CC(CC1)CCC1=NC=2NCCCC2C=C1 2-benzamido-4-(3-(2-(5,6,7,8-tetrahydro-1,8-naphthyridin-2-yl)ethyl)pyrrolidin-1-yl)butanoic acid